OC1=C(C=CC2=CC=CC=C12)C(=O)N[C@H](C(N[C@H](C=O)CC=1N=CN(C1)C(C1=CC=CC=C1)(C1=CC=CC=C1)C1=CC=CC=C1)=O)CC(C)C 1-hydroxy-N-((S)-4-methyl-1-oxo-1-(((S)-1-oxo-3-(1-trityl-1H-imidazol-4-yl)propan-2-yl)amino)pentan-2-yl)-2-naphthamide